5-fluoro-N-isopropyl-N-(2,2,2-trifluoroethyl)benzamide FC=1C=CC=C(C(=O)N(CC(F)(F)F)C(C)C)C1